[(2,2,2-trifluoroethyl)sulfonyl]piperidin FC(CS(=O)(=O)N1CCCCC1)(F)F